C1(=CC=C(C=C1)C1=NC(=NC(=N1)C1=CC=C(C=C1)C1=CC=CC=C1)O)C1=CC=CC=C1 2,4-di(biphenyl-4-yl)-6-hydroxy-1,3,5-triazine